NC1=CC=C(C=C1)N1CCC(CC1)N1CC(C1)N(C)C 1-[1-(4-aminophenyl)piperidin-4-yl]-N,N-dimethylazetidin-3-amine